1-(benzofuran-7-yl)-N-(bis(4-(tributylsilyl)phenyl)phosphaneyl)-N-cyclohexyl-1-(4-(tributylsilyl)phenyl)phosphanamine O1C=CC2=C1C(=CC=C2)P(N(C2CCCCC2)P(C2=CC=C(C=C2)[Si](CCCC)(CCCC)CCCC)C2=CC=C(C=C2)[Si](CCCC)(CCCC)CCCC)C2=CC=C(C=C2)[Si](CCCC)(CCCC)CCCC